FC1=C(CO)C=C(C(=C1F)F)F 2,3,4,5-tetrafluorobenzyl alcohol